2'-(4-Bromophenyl)-2-(tert-butyl)-1'H-spiro[benzo[d][1,3]oxazine-4,4'-isoquinoline]-1',3'(2'H)-dione BrC1=CC=C(C=C1)N1C(C2=CC=CC=C2C2(C1=O)C1=C(N=C(O2)C(C)(C)C)C=CC=C1)=O